tert-butyl (3-(3-(6-(piperidin-1-yl)-1H-benzo[d]imidazol-2-yl)-1H-indazole-5-carboxamido) propyl)carbamate N1(CCCCC1)C=1C=CC2=C(NC(=N2)C2=NNC3=CC=C(C=C23)C(=O)NCCCNC(OC(C)(C)C)=O)C1